C(C)(=O)\C(=C(\C)/O)\C=1C=NN2C1C=C(C=C2)C=2SC(=C(N2)C2CC2)C(=O)OCC ethyl 2-[3-[(Z)-1-acetyl-2-hydroxy-prop-1-enyl]pyrazolo[1,5-a]pyridin-5-yl]-4-cyclopropyl-thiazole-5-carboxylate